N1N=CC(=C1)N(C(=O)C=1OC=CC1)C=1C(=NN(C1)C1CN(C1)CC(F)(F)F)C1=NC=CC=C1 N-(1H-Pyrazol-4-yl)-N-{3-(pyridine-2-yl)-1-{1-(2,2,2-trifluoroethyl)azetidin-3-yl}-1H-pyrazol-4-yl}furan-2-carboxamide